2-benzylidene-1-indanone C(C1=CC=CC=C1)=C1C(C2=CC=CC=C2C1)=O